NC1=C2C(CCNC2=CC=C1OCCO)=O 5-amino-6-(2-hydroxyethoxy)-2,3-dihydroquinolin-4(1H)-one